(2-Ethoxy-4-{6-[2-(7-fluoro-4-methoxy-2-methyl-indol-1-yl)-ethylamino]-pyrimidin-4-yl}-phenoxy)-acetic acid C(C)OC1=C(OCC(=O)O)C=CC(=C1)C1=NC=NC(=C1)NCCN1C(=CC2=C(C=CC(=C12)F)OC)C